1-[(1S,4S)-5-methyl-2,5-diazabicyclo[2.2.1]heptan-2-yl]propan CN1[C@@H]2CN([C@H](C1)C2)CCC